ClC1=CC(=NC=C1)OCC(CCC)O 1-(4-chloro-pyridine-2-oxy)-pentane-2-ol